ClC=1C=C(C=C(C1OC=1C=C2CCN(C(C2=CC1)=O)CC1=CC=C(C=C1)Cl)Cl)N1NC=CN=C1 2-(3,5-Dichloro-4-((2-(4-chlorobenzyl)-1-oxo-1,2,3,4-tetrahydroisoquinolin-6-yl)oxy)phenyl)-1,2,4-triazine